alpha-(p-toluenesulfonyl)-4-fluorobenzyl isonitrile CC1=CC=C(C=C1)S(=O)(=O)C(C1=CC=C(C=C1)F)[N+]#[C-]